ClC=1C=CC(=C(C1)C1=CC=C2C(=CN=NC2=C1)NCC1=C(C=C(C=C1)OC)OC)OC1CCOCC1 7-[5-chloro-2-(oxan-4-yloxy)phenyl]-N-[(2,4-dimethoxyphenyl)methyl]cinnolin-4-amine